C(C)C1(OC(OC1=C)=O)CC 4,4-diethyl-5-methylene-1,3-dioxolane-2-one